(4-fluoro-2-(pyrimidin-2-yl)phenyl)methanone FC1=CC(=C(C=C1)C=O)C1=NC=CC=N1